[N+](=O)([O-])C1=CC=C2C(C(=O)OC(N2)=O)=C1 5-nitro-isatoic anhydride